CS(=O)(=O)OC1=CC=C(C=2COC(OCC21)C=2N=C(SC2)C2CCN(CC2)C(CC2=C(C=CC(=C2)C)C)=O)OS(=O)(=O)C 4-[4-[6,9-bis(methylsulfonyloxy)-1,5-dihydro-3H-2,4-benzodioxepin-3-yl]-2-thiazolyl]-1-[2-(2,5-dimethylphenyl)acetyl]piperidine